BrC1=C2C(=NC(=NC2=C(C(=C1Cl)Br)F)SC)O 5,7-dibromo-6-chloro-8-fluoro-2-(methylthio)quinazolin-4-ol